BrC1=C(C(=CC2=C1C[C@](O2)(C2=CC=CC=C2)[C@H]2NCC=CC2)F)Cl (S)-2-((S)-4-Bromo-5-chloro-6-fluoro-2-phenyl-2,3-dihydrobenzofuran-2-yl)-1,2,3,6-tetrahydropyridine